tert-butyl 4-(7-(1-methyl-2-oxo-1,2-dihydropyridin-4-yl)-9H-carbazol-3-yl)-5,6-dihydropyridine-1(2H)-carboxylate CN1C(C=C(C=C1)C1=CC=C2C=3C=C(C=CC3NC2=C1)C1=CCN(CC1)C(=O)OC(C)(C)C)=O